tert-Butyl 4-(6-(5-formyl-4-hydroxy-2-methoxyphenyl)pyridazin-3-yl)piperazine-1-carboxylate C(=O)C=1C(=CC(=C(C1)C1=CC=C(N=N1)N1CCN(CC1)C(=O)OC(C)(C)C)OC)O